C(#N)C1=CC=C(C=C1)N1C(N(C2=NC=CC=C21)[C@@H]2CN(CC2)CC=2N(C(=CN2)C(=O)O)C)=O (S)-2-((3-(1-(4-Cyanophenyl)-2-oxo-1,2-dihydro-3H-imidazo[4,5-b]pyridin-3-yl)pyrrolidin-1-yl)methyl)-1-methyl-1H-imidazole-5-carboxylic Acid